6-(benzyloxy)-2-(2-(((benzyloxy)carbonyl)amino)ethyl)oxazolo[4,5-c]pyridine 5-oxide C(C1=CC=CC=C1)OC1=CC2=C(C=[N+]1[O-])N=C(O2)CCNC(=O)OCC2=CC=CC=C2